N-(6-methylquinolin-8-yl)-5-(4-(methylsulfonyl)piperazin-1-yl)pyrazine-2-carboxamide CC=1C=C2C=CC=NC2=C(C1)NC(=O)C1=NC=C(N=C1)N1CCN(CC1)S(=O)(=O)C